CC1CCCC2=C1N=C(S2)C(=O)OCC ethyl 4-methyl-4,5,6,7-tetrahydrobenzo[d]thiazole-2-carboxylate